3-(PYRIMIDIN-2-YLSULFANYL)PROPANAL N1=C(N=CC=C1)SCCC=O